tert-butyl (S)-2-(aminomethyl)morpholine-4-carboxylate NC[C@H]1CN(CCO1)C(=O)OC(C)(C)C